C(C)N1C=NC2=C1N=NC=C2C2=CC(=C(C=C2)F)C2=CC1C=CN(C1C=C2OC)C2COC2 7-ethyl-4-(4-fluoro-3-(6-methoxy-1-(oxetan-3-yl)-3a,7a-dihydro-1H-indole-5-yl)phenyl)-7H-imidAzolo[4,5-c]pyridazine